FC1=C(C#N)C(=CC(=C1)CO)OC([2H])([2H])[2H] 2-fluoro-4-(hydroxymethyl)-6-(trideuteriomethoxy)benzonitrile